CC1=C(C2=C(O1)C1=CC=CC=C1CC2)C 2,3-dimethyl-4,5-dihydronaphtho[1,2-b]furan